NC1CN(CC(C1)F)C1C(CC(C1)C1=CC=C(C=C1)F)N1N=CC(=C1)C#N 1-[2-(3-amino-5-fluoro-1-piperidinyl)-4-(4-fluorophenyl)cyclopentyl]pyrazole-4-carbonitrile